(3R)-3-amino-5-[(4-chlorophenyl)methyl]-7-[5-(3,3-dimethylmorpholin-4-yl)-1,3,4-oxadiazol-2-yl]-8-fluoro-1,1-dioxo-2,3-dihydro-1lambda6,5-benzothiazepin-4-one N[C@H]1CS(C2=C(N(C1=O)CC1=CC=C(C=C1)Cl)C=C(C(=C2)F)C=2OC(=NN2)N2C(COCC2)(C)C)(=O)=O